1-((5-chloro-3'-((E)-(methoxyimino)methyl)-[1,1'-biphenyl]-2-yl)sulfonyl)-4-fluoro-N-((S,Z)-4-(methylsulfonyl)but-3-en-2-yl)piperidine-4-carboxamide ClC=1C=CC(=C(C1)C1=CC(=CC=C1)/C=N/OC)S(=O)(=O)N1CCC(CC1)(C(=O)N[C@@H](C)\C=C/S(=O)(=O)C)F